CC(C=CCCO)CCC=C(C)C 5,9-dimethyldec-3,8-dien-1-ol